O1C=C(C=C1)C1N=CC2=C(N1CCCC1=CC=C(C=C1)C1=NC(=CN=C1)C(F)(F)F)SC(=C2)C 2-(furan-3-yl)-6-methyl-N-(3-(4-[6-(trifluoromethyl)pyrazin-2-yl]phenyl)propyl)thieno[2,3-d]pyrimidin